phosphonoindole P(=O)(O)(O)C=1NC2=CC=CC=C2C1